tetramethyl-1,2-ethylenediamine CN(CCN(C)C)C